3-bromo-5-(tert-butyl)-1,1-dimethyl-1H-indene BrC1=CC(C2=CC=C(C=C12)C(C)(C)C)(C)C